2-oxohexanoate O=C(C(=O)[O-])CCCC